[Sn].[Ag].[In] indium-silver-tin